4,4'-(1,10-phenanthroline-3,8-diyl)dibenzoic acid N1=CC(=CC2=CC=C3C=C(C=NC3=C12)C1=CC=C(C(=O)O)C=C1)C1=CC=C(C(=O)O)C=C1